N[C@@H]1C2=CC(=CC=C2CC12CCN(CC2)C2=NC(=C(N=C2CO)C2=C(C(=CC=C2)Cl)Cl)C)C(C)C (S)-2-(1-amino-1'-(5-(2,3-dichlorophenyl)-3-(hydroxymethyl)-6-methylpyrazin-2-yl)-1,3-dihydrospiro[indene-2,4'-piperidin]-6-yl)propan